5-{4-amino-7-[3-(dimethylamino)prop-1-ynyl]-2-{4-[(2-fluoroacrylamino)]phenyl}-1-methylpyrrolo[3,2-c]pyridin-3-yl}-3-chloro-N-(2,2,2-trifluoroethyl)pyridine-2-carboxamide NC1=NC=C(C2=C1C(=C(N2C)C2=CC=C(C=C2)NC(=O)C(=C)F)C=2C=C(C(=NC2)C(=O)NCC(F)(F)F)Cl)C#CCN(C)C